NC1=NC(=NC=C1C(=O)OCC)N1CCN(CCC1)C=1C=NC2=CC=CC=C2C1 Ethyl 4-amino-2-(4-(quinolin-3-yl)-1,4-diazepan-1-yl)pyrimidine-5-carboxylate